Cl.N[C@]1(CCC2=CC=C(C=C12)F)CCC1C(NC(N(C1=O)C1CCOCC1)=O)=O 5-(2-((S)-1-amino-6-fluoro-2,3-dihydro-1H-inden-1-yl)ethyl)-1-(tetrahydro-2H-pyran-4-yl)pyrimidine-2,4,6(1H,3H,5H)-trione hydrochloride